N1C(=NC2=C1C=CC=C2)C2=C(C(=C(C=C2CCCCC)O)C2CCCC(=C2)C)O 3-(1H-benzo[d]imidazol-2-yl)-5'-methyl-4-pentyl-1',2',3',4'-tetra-hydro-[1,1'-biphenyl]-2,6-diol